2-(1-(tetrahydro-2H-pyran-2-yl)-1H-pyrazol-5-yl)-3-(4-((tetrahydro-1H-pyran-2-yl)oxy)-1-buten-1-yl)-1-naphthacene-carbonitrile O1C(CCCC1)N1N=CC=C1C1=C(C2=CC3=CC4=CC=CC=C4C=C3C=C2C=C1C=CCCOC1OCCCC1)C#N